{(1Z)-5-fluoro-2-methyl-1-[4-(methylsulfinyl)benzylidene]-1H-indene-3-yl}acetic acid FC=1C=C2C(=C(/C(/C2=CC1)=C/C1=CC=C(C=C1)S(=O)C)C)CC(=O)O